CC(NC1=C(C=CC(=C1)OC)C(C(=O)N)=C)C (2-(dimethyl-(methyl)amino)-4-methoxyphenyl)acrylamide